1-((1R,4R,7S)-2-propionyl-2-azabicyclo[2.2.1]heptan-7-yl)-3-(4-(trifluoromethoxy)phenyl)urea C(CC)(=O)N1[C@@H]2CC[C@H](C1)[C@@H]2NC(=O)NC2=CC=C(C=C2)OC(F)(F)F